N-(2-amino-4-methoxyphenyl)-N-methylmethanesulfonamide NC1=C(C=CC(=C1)OC)N(S(=O)(=O)C)C